The molecule is a benzoate ester obtained by the formal condensation of o-orsellinic acid with (3E)-1-hydroxypent-3-en-2-one. Isolated from Chaetomium globosum, it exhibits cytotoxic activity towards cancer cell lines. It has a role as a Chaetomium metabolite and an antineoplastic agent. It is a benzoate ester and a member of resorcinols. It derives from an o-orsellinic acid. C/C=C/C(=O)COC(=O)C1=C(C=C(C=C1C)O)O